C(C)(=O)OC\C=C/CCCCCCC (Z)-2-Decenyl acetate